[Br-].C(CCCCCCCCC)[N+]1=CN(C=C1)C=C 3-decyl-1-vinyl-1H-imidazol-3-ium bromide